calcium azide [N-]=[N+]=[N-].[Ca+2].[N-]=[N+]=[N-]